tert-butyl 2-(4-cyclopropyl-6-methoxy-pyrimidin-5-yl)-4-[[4-[1-methyl-4-(trifluoromethyl)imidazol-2-yl]phenyl]methoxy]-7,8-dihydro-5H-pyrido[4,3-d]pyrimidine-6-carboxylate C1(CC1)C1=NC=NC(=C1C=1N=C(C2=C(N1)CCN(C2)C(=O)OC(C)(C)C)OCC2=CC=C(C=C2)C=2N(C=C(N2)C(F)(F)F)C)OC